4-(((4-(5-chloro-2-((1-((2-(2,6-dioxopiperidin-3-yl)-1-oxoisoindoline-5-yl)methyl)piperidin-4-yl)amino)pyridin-4-yl)thiazol-2-yl)amino)methyl)tetrahydro-2H-pyran-4-carbonitrile ClC=1C(=CC(=NC1)NC1CCN(CC1)CC=1C=C2CN(C(C2=CC1)=O)C1C(NC(CC1)=O)=O)C=1N=C(SC1)NCC1(CCOCC1)C#N